C(C)(C)(C)N=C(N(C)C)N(C)C 2-tert-Butyl-1,1,3,3-tetramethylguanidin